FC1(OC(=C(O1)F)OC(F)(F)F)F 2,2,4-trifluoro-5-(trifluoromethoxy)-1,3-dioxole